(S)-2-(2,6-dichlorobenzoylamino)-3-(4-(5',6'-difluoro-2'-oxospiro[cyclopropane-1,3'-indoline]-1'-yl)phenyl)propionic acid ClC1=C(C(=O)N[C@H](C(=O)O)CC2=CC=C(C=C2)N2C(C3(C4=CC(=C(C=C24)F)F)CC3)=O)C(=CC=C1)Cl